CC(C[C@H](NC(=O)C1CC(=NO1)C1=CC(=CC=C1)OC1=CC=CC=C1)B(O)O)C ((1R)-3-methyl-1-(3-(3-phenoxyphenyl)-4,5-dihydroisoxazole-5-carboxamido)butyl)boronic acid